dimethyl (3-(trimethoxysilyl)propyl)aspartate CO[Si](CCCN[C@@H](CC(=O)OC)C(=O)OC)(OC)OC